2-(5-amino-pentyl)-benzonitrile NCCCCCC1=C(C#N)C=CC=C1